O1C(=CC=C1)C1OCC2C(O1)C(C(C(O2)OC2=CC=C(C=C2)C(\C=C\C2=CC=CC=C2)=O)NC(C)=O)O N-[2-(Furan-2-yl)-8-hydroxy-6-[4-[(E)-3-phenylprop-2-enoyl]phenoxy]-4,4a,6,7,8,8a-hexahydropyrano[3,2-d][1,3]dioxin-7-yl]acetamide